C1(CC1)C=1SC2=C(N1)NC(=C2C)C(=O)NC2CC[Si](CC2)(C)C 2-cyclopropyl-N-(1,1-dimethylsilacyclohex-4-yl)-6-methyl-4H-pyrrolo[2,3-d]thiazole-5-carboxamide